ClC1=NC(=NC=C1)SC 4-chloro-(2-methylthiopyrimidine)